O[C@]([C@H](/C=C/[C@@H]([C@H](C=O)\C(\C)=C\C=C\[C@H](C)C1=NC=CC=C1)C)OC(=O)N1CCOCC1)(CC[C@@H](CC=O)O)C Morpholine-4-carboxylic acid [(2s,3s,4e,6s,7s,10s)-7,10-dihydroxy-3,7-dimethyl-12-oxo-2-[(2e,4e,6s)-6-pyridin-2-ylhept-2,4-dien-2-yl]-1-oxododec-4-en-6-yl] ester